FC(C(C(F)(F)F)=C1C(CCCC1)NC1CCCCC1)(F)F (perfluoropropane-2,2-diyl)dicyclohexylamine